6-oxo-4,5,6,7-tetrahydrobenzo[b]thiophene-3-carbonitrile O=C1CCC2=C(SC=C2C#N)C1